N-(3-carbamoyl-phenyl)-2-[2-chloro-4-(trifluorometh-oxy)phenoxy]-5-(trifluoromethyl)pyridine-3-carboxamide C(N)(=O)C=1C=C(C=CC1)NC(=O)C=1C(=NC=C(C1)C(F)(F)F)OC1=C(C=C(C=C1)OC(F)(F)F)Cl